C(C)(C)(C)OC(=O)N1CC2C(C1)CC(C2)NC2=CC=CC1=C2SC(=C1CC(F)(F)F)C#CCNC1=C(C=C(C=C1)P(=O)(C)C)OC tert-butyl-5-((2-(3-((4-(dimethylphosphoryl)-2-methoxyphenyl)amino)prop-1-yn-1-yl)-3-(2,2,2-trifluoroethyl)benzo[b]thiophen-7-yl)amino)hexahydrocyclopenta[c]pyrrole-2(1H)-carboxylate